tert-butyl 3',3'-difluoro-1'-(2-fluoro-4-nitrophenyl)-[1,4'-bipiperidine]-4-carboxylate FC1(CN(CCC1N1CCC(CC1)C(=O)OC(C)(C)C)C1=C(C=C(C=C1)[N+](=O)[O-])F)F